CC1=C(OC2=C(C=C(C=C2C1=O)C)C(C)NC=1C(=NC(=CC1)C)C(=O)OC)C1=CC2=CN(N=C2C=C1)C Methyl 3-[1-[3,6-dimethyl-2-(2-methylindazol-5-yl)-4-oxo-chromen-8-yl]ethylamino]-6-methyl-pyridine-2-carboxylate